nickel ethyl (2,2,2-trifluoroethyl) phosphate P(=O)(OCC)(OCC(F)(F)F)[O-].[Ni+2].C(C)OP(=O)(OCC(F)(F)F)[O-]